2-((6-(4-cyclopropylpiperazin-1-yl)-2-(2-morpholinoethyl)-1-oxo-1,2-dihydroisoquinolin-4-yl)(methyl)amino)-4-(4-fluorophenyl)thiazole-5-carbonitrile C1(CC1)N1CCN(CC1)C=1C=C2C(=CN(C(C2=CC1)=O)CCN1CCOCC1)N(C=1SC(=C(N1)C1=CC=C(C=C1)F)C#N)C